C[N+](C)(C)C[C-]1C=CC=C1.[C-]1(C=CC=C1)C[N+](C)(C)C.[Fe+2] 1,1'-bis(trimethylammoniomethyl)ferrocene